3-(4-(2-hydroxyethyl)-1,3-dioxolan-2-yl)propanenitrile OCCC1OC(OC1)CCC#N